tert-Butyl 5-formyl-2-hydroxybenzoate C(=O)C=1C=CC(=C(C(=O)OC(C)(C)C)C1)O